N-[3-[2-(difluoromethoxy)-5-[1-[(4-hydroxy-1-isopropyl-4-piperidyl)methyl]pyrazol-4-yl]oxy-phenyl]-1-methyl-pyrazol-4-yl]pyrazolo[1,5-a]pyrimidine-3-carboxamide FC(OC1=C(C=C(C=C1)OC=1C=NN(C1)CC1(CCN(CC1)C(C)C)O)C1=NN(C=C1NC(=O)C=1C=NN2C1N=CC=C2)C)F